(2-{[5-bromo-2-(3-chloro-pyridin-2-yl)-2H-pyrazole-3-carbonyl]-amino}-5-chloro-3-methylbenzoyl)-hydrazinecarboxylic acid methyl ester COC(=O)N(N)C(C1=C(C(=CC(=C1)Cl)C)NC(=O)C=1N(N=C(C1)Br)C1=NC=CC=C1Cl)=O